methyl 2-(3-(2-(4-(3-amino-6-chloropyridazin-4-yl) phenoxy) ethoxy) isoxazol-5-yl)-3-methylbutanoate NC=1N=NC(=CC1C1=CC=C(OCCOC2=NOC(=C2)C(C(=O)OC)C(C)C)C=C1)Cl